thiodipropionic acid bis(2-mercaptoacetate) SCC(=O)O.SCC(=O)O.S(CCC(=O)O)CCC(=O)O